ClC1=CC(=C2N=C(C=NC2=C1)C1=CC=NC=C1)C(C)NC1=C(C(=O)OC(C)(C)C)C=CC=C1 tert-butyl 2-((1-(7-chloro-3-(pyridin-4-yl)quinoxalin-5-yl)ethyl)amino)benzoate